C(#N)C1=C(OCC2(CCCC2)NC(OC(C)(C)C)=O)C=C(C=C1SC)C1=CN=C2N1C(=C(C=C2)N(C)C)C#N tert-butyl (1-((2-cyano-5-(5-cyano-6-(dimethylamino)imidazo[1,2-a]pyridin-3-yl)-3-(methylthio)phenoxy)-methyl)cyclopentyl)carbamate